(7aR,11aS)-10-(2-methoxyphenethyl)-5,6,7a,8,9,10,11,11a-octahydro-4H-pyrido[3',4':4,5]pyrrolo[3,2,1-ij]quinoline COC1=C(CCN2C[C@H]3[C@H](N4CCCC5=CC=CC3=C45)CC2)C=CC=C1